COC1=CC=C2C=NN(C2=C1NS(=O)(=O)C=1C=NC(=CC1)C=1C=NN(C1)C)C N-(6-METHOXY-1-METHYLINDAZOL-7-YL)-6-(1-METHYLPYRAZOL-4-YL)PYRIDINE-3-SULFONAMIDE